BrC1=CC(=NC=C1)C1COCCC1 4-bromo-2-(tetrahydro-2H-pyran-3-yl)pyridine